tert-butyl 4-((3-(2,4-dioxotetrahydropyrimidin-1(2H)-yl)benzo[d]isoxazol-5-yl)methyl)-1,4-diazepane-1-carboxylate O=C1N(CCC(N1)=O)C1=NOC2=C1C=C(C=C2)CN2CCN(CCC2)C(=O)OC(C)(C)C